hexacosyl phosphate P(=O)(OCCCCCCCCCCCCCCCCCCCCCCCCCC)([O-])[O-]